(4aR,8aS)-6-(3-(6-(2-(trifluoromethyl)pyrrolidin-1-yl)pyridin-3-yl)azetidine-1-carbonyl)hexahydro-2H-pyrido[4,3-b]-[1,4]Oxazin FC(C1N(CCC1)C1=CC=C(C=N1)C1CN(C1)C(=O)N1C[C@@H]2[C@@H](OCCN2)CC1)(F)F